ClC=1C=C2C=C(NC2=CC1OCC1=CC(=NO1)C)CNC(=O)[C@H]1NC[C@@H](C1)F (2S,4R)-N-((5-chloro-6-((3-methylisoxazol-5-yl)methoxy)-1H-indol-2-yl)methyl)-4-fluoropyrrolidine-2-carboxamide